(dimethylamino)Dimethylsilane CN(C)[SiH](C)C